(S)-6-(benzhydryl-sulfinyl)hexanoic acid methyl ester COC(CCCCC[S@](=O)C(C1=CC=CC=C1)C1=CC=CC=C1)=O